2-hydroxy-2-methylbutane-1,4-dioic acid OC(C(=O)O)(CC(=O)O)C